3-(3-(3,4-difluorobenzamido)bicyclo[1.1.1]pentan-1-yl)-N-(3,4-difluorophenyl)oxetane-3-carboxamide FC=1C=C(C(=O)NC23CC(C2)(C3)C3(COC3)C(=O)NC3=CC(=C(C=C3)F)F)C=CC1F